2-(2,6-dioxo-3-piperidyl)-5-[3-(methylamino)azetidin-1-yl]isoindoline-1,3-dione O=C1NC(CCC1N1C(C2=CC=C(C=C2C1=O)N1CC(C1)NC)=O)=O